FC1=C(C(=C(C(=C1C(=N)N(C(C)C)C(C)C)F)F)F)F pentafluoro-N,N-diisopropylbenzamidine